imidazole compound with 3-methacryloxypropyl-trimethoxysilane C(C(=C)C)(=O)OCCC[Si](OC)(OC)OC.N1C=NC=C1